4'-nitroazobenzene [N+](=O)([O-])C1=CC=C(C=C1)N=NC1=CC=CC=C1